O=C1N(C=NC2=CC=CC=C12)CC(=O)OCC ethyl 2-[4-oxoquinazolin-3(4H)-yl]acetate